(S)-N-(1-((3,5-dichloropyridin-2-yl)oxy)propan-2-yl)-5-chloro-2,6-dimethylpyrimidin-4-amine ClC=1C(=NC=C(C1)Cl)OC[C@H](C)NC1=NC(=NC(=C1Cl)C)C